(S)-methyl-(tetrahydro-furan-3-yl)-amine hydrochloride Cl.CN[C@@H]1COCC1